(3aR,4R,7aS)-4-aminohexahydro-1H-isoindole-2(3H)-carboxylic acid tert-butyl ester C(C)(C)(C)OC(=O)N1C[C@H]2CCC[C@H]([C@H]2C1)N